ClC1=CC(=C(C2=C1OC(O2)(C)C2CCN(CC2)C(=O)[O-])C)C(NCC=2C(NC(=CC2SC)C)=O)=O 4-(7-chloro-2,4-dimethyl-5-(((6-methyl-4-(methylthio)-2-oxo-1,2-dihydropyridin-3-yl)methyl)carbamoyl)benzo[d][1,3]dioxol-2-yl)piperidine-1-carboxylate